C1N(CCC2=CC=CC=C12)S(=O)(=O)NC1=C(C=CC=C1)C#CC1=CC=C(C(=O)O)C=C1 4-(2-{2-[(1,2,3,4-tetrahydroisoquinoline-2-sulfonyl)amino]phenyl}ethynyl)benzoic acid